2-((1-chloro-4-(2-chloro-4-fluorophenyl)isoquinolin-7-yl)oxy)acetonitrile ClC1=NC=C(C2=CC=C(C=C12)OCC#N)C1=C(C=C(C=C1)F)Cl